N-(5-chloro-2-{7-oxa-1-azaspiro[4.4]nonan-1-yl}phenyl)-2,3-dihydro-1H-indene-5-sulfonamide ClC=1C=CC(=C(C1)NS(=O)(=O)C=1C=C2CCCC2=CC1)N1CCCC12COCC2